(1S,2R)-2-(((2-(4'-Fluoro-2'-(4-methyl-4H-1,2,4-triazol-3-yl)-[1,1'-biphenyl]-3-yl)benzo[d]oxazol-6-yl)methyl)amino)cyclopentan-1-ol FC1=CC(=C(C=C1)C1=CC(=CC=C1)C=1OC2=C(N1)C=CC(=C2)CN[C@H]2[C@H](CCC2)O)C2=NN=CN2C